N1CC(OCC1)CCNC(OC(C)(C)C)=O tert-butyl N-(2-morpholin-2-ylethyl)carbamate